ClC1=C(C=CC=C1B1OC(C(O1)(C)C)(C)C)NC(=O)C=1N(C2=C(CN(CC2)CCCF)N1)C N-(2-chloro-3-(4,4,5,5-tetramethyl-1,3,2-dioxaborolan-2-yl)phenyl)-5-(3-fluoropropyl)-1-methyl-4,5,6,7-tetrahydro-1H-imidazo[4,5-c]pyridine-2-carboxamide